C(N)(=O)CC[C@H](NS(=O)C(C)(C)C)C1=CC=C(C=N1)CCCCCC(=O)OC methyl 6-[6-[(1S)-3-carbamoyl-1-[(2-methylpropane-2-sulfinyl)amino]propyl] pyridin-3-yl]hexanoate